2-(2-(ethylthio)-6-phenylpyrazolo[1,5-a]pyrimidin-3-yl)-3-methyl-6-(trifluoromethyl)-3H-imidazo[4,5-c]pyridine C(C)SC1=NN2C(N=CC(=C2)C2=CC=CC=C2)=C1C1=NC2=C(C=NC(=C2)C(F)(F)F)N1C